FC(C=1C=C(C=C(C1)C(F)(F)F)N(C(=O)N([C@H]1CN(C[C@@H]1C1=CC(=C(C=C1)Cl)Cl)C(=O)OC(C)(C)C)C)C)(F)F tert-butyl (3R,4S)-3-[{[3,5-bis(trifluoromethyl)phenyl](methyl)carbamoyl}(methyl)amino]-4-(3,4-dichlorophenyl)pyrrolidine-1-carboxylate